C(C)(C)(C)OC(N(CCN1N=CC(=C1)[N+](=O)[O-])CCNC1=CC(=C(C=C1)C)Br)=O (2-((3-bromo-4-methylphenyl)amino)ethyl)(2-(4-nitro-1H-pyrazol-1-yl)ethyl)carbamic acid tert-butyl ester